(1S,2S)-N-(5-(((6-cyclopropyl-8-fluoroimidazo[1,2-a]pyridin-2-yl)methyl)amino)-2-sulfamoylphenyl)-2-(4-methylpyrimidin-2-yl)cyclopropane-1-carboxamide C1(CC1)C=1C=C(C=2N(C1)C=C(N2)CNC=2C=CC(=C(C2)NC(=O)[C@@H]2[C@H](C2)C2=NC=CC(=N2)C)S(N)(=O)=O)F